FC1=C(CN(CC(=O)OC(C)(C)C)CCF)C=CC(=C1)C=1N=NC=NN1 tert-butyl 2-((2-fluoro-4-(1,2,4,5-tetrazin-3-yl)benzyl)(2-fluoro-ethyl)amino)acetate